7-Bromo-3-cyclobutylpyrazolo[1,5-a]pyridin-2-amine BrC1=CC=CC=2N1N=C(C2C2CCC2)N